FC=1C=C2C(=C(/C(/C2=CC1)=C/C1=CC=NC2=CC=CC=C12)C)CC(=O)O (Z)-2-(5-Fluoro-2-methyl-1-(quinolin-4-ylmethylene)-1H-inden-3-yl)acetic acid